(2S)-2-amino-3-methylbutyric acid N[C@H](C(=O)O)C(C)C